OCCOC1=C(C=CC=C1)C1=CC=2C(=CN=C(C2)C2(CC2)C(=O)N)N1C [2-[2-(2-hydroxyethoxy)phenyl]-1-methylpyrrolo[2,3-c]pyridin-5-yl]cyclopropanecarboxamide